FC1=CC=C(C=C1)C(C(=O)O)C 4-fluorophenylpropanoic acid